ClC1=C(C2=C(N(C(N2C)=O)C2C(NC(CC2)=O)=O)C=C1)C1CCNCC1 3-[5-chloro-3-methyl-2-oxo-4-(4-piperidinyl)benzimidazol-1-yl]Piperidine-2,6-dione